vinyl-tri(β-methoxy-ethoxy)silane C(=C)[Si](OCCOC)(OCCOC)OCCOC